O=C1N(CCC(N1)=O)N1C(C2=CC=C(C=C2C1=O)CN1CCC(CC1)N(C1=CC=CC=C1)C1=CC=CC=C1)=O 2-(2,4-dioxotetrahydropyrimidin-1(2H)-yl)-5-((4-(diphenylamino)piperidin-1-yl)methyl)isoindoline-1,3-dione